C(C)(C)C(C(=O)N)(CC)C(C)C 2,2-diisopropyl-butanamide